6-(cyanomethyl)-N-[5-(2,2-difluoroethyl)-4-methoxy-pyrimidin-2-yl]-1H-indole-3-sulfonic acid amide C(#N)CC1=CC=C2C(=CNC2=C1)S(=O)(=O)NC1=NC=C(C(=N1)OC)CC(F)F